C(C1=CC=CC=C1)OC(=O)N[C@@H](C(=O)O)CC(C)C (2R)-2-(benzyloxycarbonylamino)-4-methyl-pentanoic acid